C(C)(C)(C)OC(=O)N1C=NC(=C1)C1=CC=C(C=C1)N(C(CN1C(C(C2=CC=CC=C12)=O)=O)=O)CC1=CC(=CC=C1)Cl 4-(4-(N-(3-chlorobenzyl)-2-(2,3-dioxoindol-1-yl)acetamido)phenyl)-1H-imidazole-1-carboxylic acid tert-butyl ester